N2,N2-dimethyl-propane-1,2-diamine CN(C(CN)C)C